1-(5-((2,3-dihydrobenzo[b][1,4]dioxin-5-yl)amino)-7-(methylamino)pyrazolo[1,5-a]pyrimidin-3-yl)-3-(2-methoxyethyl)urea O1C2=C(OCC1)C(=CC=C2)NC2=NC=1N(C(=C2)NC)N=CC1NC(=O)NCCOC